2-[3-(4-chlorophenyl)phenyl]-5-[(2-methoxyethylamino)methyl]-1,4-oxazepan-3-one ClC1=CC=C(C=C1)C=1C=C(C=CC1)C1OCCC(NC1=O)CNCCOC